2-(3-(((3S,5R)-3,5-Dimethylpiperidin-1-yl)methyl)-5-methylphenyl)-6-(3-((4-methyl-4H-1,2,4-triazol-3-yl)methyl)oxetan-3-yl)isoindolin-1-one C[C@@H]1CN(C[C@@H](C1)C)CC=1C=C(C=C(C1)C)N1C(C2=CC(=CC=C2C1)C1(COC1)CC1=NN=CN1C)=O